ClC=1C=C(C=C(C1)C#N)NC(C(=O)O)=O 2-((3-chloro-5-cyanophenyl)amino)-2-oxoacetic acid